2-(2-((2,2-dioxo-1,3-dihydrobenzo[c]thiophen-5-yl)amino)-8-((1R,2R)-2-hydroxy-2-methylcyclopentyl)-7-oxo-7,8-dihydropyrido[2,3-d]pyrimidin-6-yl)acetonitrile O=S1(CC2=C(C1)C=C(C=C2)NC=2N=CC1=C(N2)N(C(C(=C1)CC#N)=O)[C@H]1[C@](CCC1)(C)O)=O